ClC1=CC(=CC=2C=C(SC21)C2=CCCN(C2)C(CCN2N=NC=C2)=O)C(=O)OC methyl 7-chloro-2-[1-[3-(triazol-1-yl)propanoyl]-3,6-dihydro-2H-pyridin-5-yl]benzothiophene-5-carboxylate